R-2-(2-fluorobenzyl)-1-cycloheptanone FC1=C(C[C@@H]2C(CCCCC2)=O)C=CC=C1